(6-chloropyrimidin-4-yl)(6-cyclopropylimidazo[1,2-a]pyridin-2-yl)methanol ClC1=CC(=NC=N1)C(O)C=1N=C2N(C=C(C=C2)C2CC2)C1